FC(CCC(CCOCCO)NC(NCC)=O)(C)F 3-(6,6-difluoro-1-(2-hydroxyethoxy)hept-3-yl)-1-ethylurea